COC=1C=C(CN2C(N(C(C3=C2SC(=C3)S(=O)(=O)NC3(CC3)C)=O)CC=3C=NN(C3)C)=O)C=CC1F 1-(3-Methoxy-4-fluorobenzyl)-3-((1-methyl-1H-pyrazole-4-yl)methyl)-N-(1-methylcyclopropyl)-2,4-dioxo-1,2,3,4-Tetrahydrothieno[2,3-d]pyrimidin-6-sulfonamide